benzylidenebis[1,3-bis(2,4,6-trimethylphenyl)-2-imidazolidinylidene]tricyclohexylphosphine C(C1=CC=CC=C1)=C1C(C(C(CC1)P(C1CCCCC1)C1CCCCC1)=C1N(CCN1C1=C(C=C(C=C1C)C)C)C1=C(C=C(C=C1C)C)C)=C1N(CCN1C1=C(C=C(C=C1C)C)C)C1=C(C=C(C=C1C)C)C